BrC1=CC=C(CCN2C(C=C(C=C2)CN2CC3=CC=CC=C3C2)=O)C=C1 1-(4-bromophenethyl)-4-(isoindolin-2-ylmethyl)pyridin-2(1H)-one